C(C1=CC=CC=C1)OC(=O)NCCCC[C@@H](C(=O)NCC(=O)OC(C)(C)C)NC(=O)OCC1C2=CC=CC=C2C=2C=CC=CC12 tert-Butyl 2-[(2S)-6-{[(benzyloxy)carbonyl]amino}-2-({[(9H-fluoren-9-yl)methoxy]carbonyl}amino)hexanamido]acetate